C(C(C)(C)C)(=O)O[C@H]1CN(CC=C1)CC1CC1 (R)-1-(cyclopropylmethyl)-1,2,3,6-tetrahydropyridin-3-yl pivalate